N-CYCLOPROPYL-3-(2-FORMYL-6-METHOXYPHENOXY)PROPANAMIDE C1(CC1)NC(CCOC1=C(C=CC=C1OC)C=O)=O